CC=1C=NC=2C=CC=C(C2C1)NC1CCNCC1 3-methyl-N-(piperidin-4-yl)quinoline-5-amine